CCC[Si](OCC)(OCC)C 3-propylmethyl-diethoxysilane